COC=1C=CC(=C(C1)NC1=C(C=CC=C1)NC(OC(C)(C)C)=O)C(C(C)(C)C)=O tert-butyl (2-((5-methoxy-2-pivaloylphenyl)amino)phenyl)carbamate